ClC1=CC=C2C(=C1)NC(C21N(C(C=2N=C(N(C21)C(C)C)C=2C(=NC(=NC2)C2CC2)OC)=O)C2=C(C=CC(=C2)Cl)C)=O 6-chloro-5'-(5-chloro-2-methylphenyl)-2'-(2-cyclopropyl-4-methoxypyrimidin-5-yl)-3'-isopropyl-3'H-spiro[indoline-3,4'-pyrrolo[3,4-d]imidazole]-2,6'(5'H)-dione